ClC1=NS(C2=C(N1)C(=C(C=C2)F)C(C)C2=C(C(=CC=C2)Cl)Cl)(=O)=O 3-chloro-5-(1-(2,3-dichlorophenyl)ethyl)-6-fluoro-4H-benzo[e][1,2,4]thiadiazine 1,1-dioxide